C(C)(C)C1=NN=C2N1N=C(C=C2NC2=NC=CC=N2)NC(CC)CC 3-isopropyl-N6-(pentan-3-yl)-N8-(pyrimidin-2-yl)-[1,2,4]triazolo[4,3-b]pyridazine-6,8-diamine